(R)-2,2,2-trifluoro-1-(4-chlorophenyl)ethan-1-amine FC([C@H](N)C1=CC=C(C=C1)Cl)(F)F